N12CCC(CC1)CC2 (3S,4R)-quinuclidine